((S)-(R)-1-(4-(4-fluoro-2-methyl-1H-indol-5-yloxy)-5-methylpyrrolo[2,1-f][1,2,4]triazin-6-yloxy) propan-2-yl) 2-aminopropionate NC(C(=O)O[C@H](COC=1C(=C2C(=NC=NN2C1)OC=1C(=C2C=C(NC2=CC1)C)F)C)C)C